isobutyl para-hydroxybenzoate OC1=CC=C(C(=O)OCC(C)C)C=C1